6-((1R,2R)-2-(1H-pyrazol-1-yl)cyclobutyl)-4-oxo-1-((S)-1-(6-(trifluoromethyl)pyridin-3-yl)ethyl)-4,5-dihydro-1H-pyrazolo[3,4-d]pyrimidine-3-carbonitrile N1(N=CC=C1)[C@H]1[C@@H](CC1)C=1NC(C2=C(N1)N(N=C2C#N)[C@@H](C)C=2C=NC(=CC2)C(F)(F)F)=O